6-Chloro-5-fluoropyridine-2-carboxylic acid ClC1=C(C=CC(=N1)C(=O)O)F